FC=1C=C(C=CC1F)[C@H]1[C@@H](C1)NC=1C2=C(N=C(N1)C=1C=NC=CC1)SC(=C2)C N-((1R,2S)-2-(3,4-difluorophenyl)cyclopropyl)-6-methyl-2-(pyridin-3-yl)thieno[2,3-d]pyrimidin-4-amine